3,5-di-tert.butyl-4-hydroxybenzoic acid-2,4-di-tert.butylphenyl ester C(C)(C)(C)C1=C(C=CC(=C1)C(C)(C)C)OC(C1=CC(=C(C(=C1)C(C)(C)C)O)C(C)(C)C)=O